Tert-butyl (3R,4R)-3-fluoro-4-prop-2-ynoxy-piperidine-1-carboxylate F[C@@H]1CN(CC[C@H]1OCC#C)C(=O)OC(C)(C)C